CC(CCCCCC)OC(C)CCCCCC 2-octyl ether